CC(C(=O)OC(C)(C)C)(C)S(=O)(=O)C1(CC1)COS(=O)(=O)C tert-butyl 2-methyl-2-((1-(((methylsulfonyl)oxy)methyl)cyclopropyl)sulfonyl)propanoate